4-((2R,3S,5R)-3-(3,4-difluoro-2-methoxyphenyl)-5-methyl-5-(trifluoromethyl)tetrahydrofuran-2-carboxamido)picolinamide FC=1C(=C(C=CC1F)[C@H]1[C@@H](O[C@](C1)(C(F)(F)F)C)C(=O)NC1=CC(=NC=C1)C(=O)N)OC